4-(7-(trifluoromethyl)-3,4-dihydroisoquinolin-2(1H)-yl)benzaldehyde FC(C1=CC=C2CCN(CC2=C1)C1=CC=C(C=O)C=C1)(F)F